COC([C@@H](CNC(=O)C1=CC2=NC=CC(=C2S1)OC(C)C)N)=O (R)-2-amino-3-(7-isopropoxythieno[3,2-b]pyridine-2-carboxamido)propionic acid methyl ester